CC1=CC2=C(C3=CC=CC=C3C=C2C=C1)OC(=O)OC(C)C 2-methyl-9-(isopropoxycarbonyloxy)anthracene